C(C)(C)(C)C=1C=C(C=C(C1O)C(C)(C)C)CCC(=O)OCCNC(=O)C(=O)NCCOC(CCC1=CC(=C(C(=C1)C(C)(C)C)O)C(C)(C)C)=O N,N'-bis[2-(3-[3,5-di-tert-butyl-4-hydroxyphenyl]propionyloxy)ethyl]oxamid